2-(5-(1-((1r,2s,3r,5s)-2-fluoro-1,5-dimethyl-8-azabicyclo[3.2.1]oct-3-yl)vinyl)pyrazin-2-yl)-5-(1H-imidazol-1-yl)phenol F[C@@H]1[C@]2(CC[C@@](C[C@@H]1C(=C)C=1N=CC(=NC1)C1=C(C=C(C=C1)N1C=NC=C1)O)(N2)C)C